O[C@H](CC)C1=CC(=C(C=N1)C1=NC=C2C=C(N=CC2=C1)NC(=O)C12CC(C1)C2)C (R)-N-(7-(6-(1-hydroxypropyl)-4-methylpyridin-3-yl)-2,6-naphthyridin-3-yl)bicyclo[1.1.1]pentane-1-carboxamide